OC1CN(C1)CC(=O)N1CC(C1)N1N=CC(=C1)C=1N=C(C=2N(C1)N=CC2)C=2C=NN(C2)C(CC)CC 2-(3-hydroxyazetidin-1-yl)-1-(3-(4-(4-(1-(pentan-3-yl)-1H-pyrazol-4-yl)pyrazolo[1,5-a]pyrazin-6-yl)-1H-pyrazol-1-yl)azetidin-1-yl)ethanone